(1R,2S)-N-(6-((S)-1-cyanospiro[2.2]pentan-1-yl)isoquinolin-3-yl)-5-oxaspiro[2.4]heptane-1-carboxamide C(#N)[C@]1(CC12CC2)C=2C=C1C=C(N=CC1=CC2)NC(=O)[C@@H]2CC21COCC1